methyl 2-(1H-imidazol-1-yl)-2-methylpropionate N1(C=NC=C1)C(C(=O)OC)(C)C